trans-tert-butyl 4-(2-(6-chloro-3,4-dihydro-2H-benzo[b][1,4]oxazine-2-carbonyl)hydrazine-1-carbonyl)cyclohexylcarbamate ClC1=CC2=C(OC(CN2)C(=O)NNC(=O)[C@@H]2CC[C@H](CC2)NC(OC(C)(C)C)=O)C=C1